NC1=NC(=NN1COCC[Si](C)(C)C)C(=O)OC methyl 5-amino-1-((2-(trimethylsilyl) ethoxy) methyl)-1H-1,2,4-triazole-3-carboxylate